NC1=CC(=C(C=C1)O)CCF 4-Amino-2-(2-fluoroethyl)phenol